1,2,6-trigalloylglucose C(C1=CC(O)=C(O)C(O)=C1)(=O)C(=O)[C@](O)([C@@H](O)[C@H](O)[C@H](O)C(O)C(C1=CC(O)=C(O)C(O)=C1)=O)C(C1=CC(O)=C(O)C(O)=C1)=O